benzyl (2S,4S,5R)-4-acetoxy-2-hydroxy-6-[(1S,2R)-1,2,3-triacetoxypropyl]-5-[[2-[(2,2,2-trifluoroacetyl)amino] acetyl] amino]tetrahydropyran-2-carboxylate C(C)(=O)O[C@H]1C[C@](OC([C@@H]1NC(CNC(C(F)(F)F)=O)=O)[C@@H]([C@@H](COC(C)=O)OC(C)=O)OC(C)=O)(C(=O)OCC1=CC=CC=C1)O